3-benzyl-1-(trans-4-((5-cyano-4-(1-methyl-1H-pyrazol-4-yl)pyrimidin-2-yl)-amino)cyclohexyl)-1-(4-(1-methyl-1H-pyrazol-4-yl)phenyl)-urea C(C1=CC=CC=C1)NC(N(C1=CC=C(C=C1)C=1C=NN(C1)C)[C@@H]1CC[C@H](CC1)NC1=NC=C(C(=N1)C=1C=NN(C1)C)C#N)=O